C(C)(C)(C)OC(=O)N1CC(C1)CN1CCC(CC1)N1CCC(CC1)N1N=C(C=2C1=NC=NC2N)C2=CC=C(C=C2)OC2=CC=CC=C2 3-((4-(4-amino-3-(4-phenoxyphenyl)-1H-pyrazolo[3,4-d]pyrimidin-1-yl)-[1,4'-bipiperidine]-1'-yl)methyl)azetidine-1-carboxylic acid tert-butyl ester